7-morpholino-5-[(2E)-2-(m-tolylmethylene)hydrazino]-N-tetrahydrofuran-3-yl-thiazolo[5,4-d]pyrimidine-2-carboxamide O1CCN(CC1)C=1C2=C(N=C(N1)N/N=C/C=1C=C(C=CC1)C)SC(=N2)C(=O)NC2COCC2